C1=CNC=2C1=C1C=3CCCCC3C(=NC1=CC2)C=2C=NC(=NC2)N 5-(8,9,10,11-tetrahydro-3H-pyrrolo[3,2-a]phenanthridin-7-yl)pyrimidin-2-amine